8-isopropyl-N4-(4-(pyridazin-4-yl)benzyl)-N2-(tetrahydro-2H-pyran-4-yl)pyrazolo[1,5-a][1,3,5]triazine-2,4-diamine C(C)(C)C=1C=NN2C1N=C(N=C2NCC2=CC=C(C=C2)C2=CN=NC=C2)NC2CCOCC2